4-[[3-(3-fluoro-4-methoxy-phenyl)imidazo[1,2-a]pyrazin-8-yl]amino]-N,2-dimethyl-N-(tetrahydropyran-4-ylmethyl)benzamide FC=1C=C(C=CC1OC)C1=CN=C2N1C=CN=C2NC2=CC(=C(C(=O)N(CC1CCOCC1)C)C=C2)C